methyl 2,6-dihydroxy-4-methoxybenzoate OC1=C(C(=O)OC)C(=CC(=C1)OC)O